C(=C)NC(CCCCCCCCCCC)=O N-vinyl-lauramide